2-dimethylamino-4-methyl-5-n-butyl-6-hydroxypyrimidine CN(C1=NC(=C(C(=N1)C)CCCC)O)C